CC1([C@H]2CN([C@@H]([C@@H]12)C(=O)OCC1=CC=CC=C1)C([C@H](CC1COCC1)NC(C(F)(F)F)=O)=O)C benzyl (1R,2S,5S)-6,6-dimethyl-3-[(2S)-3-tetrahydrofuran-3-yl-2-[(2,2,2-trifluoroacetyl) amino]propanoyl]-3-azabicyclo[3.1.0]hexane-2-carboxylate